The molecule is a beta-amino acid that is propionic acid in which one of the hydrogens at position 3 has been replaced by a dimethylamino group. It is a tertiary amino compound and a beta-amino acid. It derives from a N-methyl-beta-alanine. CN(C)CCC(=O)O